C1(CC1)NC(=S)NC(C(C1=NC=CC(=C1)C(F)(F)F)C1=CC(=CC=C1)F)=O N-(cyclopropylaminothioformyl)-2-(3-fluorophenyl)-2-(4-(trifluoromethyl)pyridin-2-yl)acetamide